11-Hydroxy-8-(2-hydroxyacetyl)-9,13-dimethyl-6-[(4-nitrophenyl)methyl]-5,7-dioxapentacyclo[10.8.0.02,9.04,8.013,18]icosa-14,17-dien-16-one OC1CC2(C3(OC(OC3CC2C2CCC3=CC(C=CC3(C12)C)=O)CC1=CC=C(C=C1)[N+](=O)[O-])C(CO)=O)C